F[C@@]1(C[C@H](O)[C@@H](CO)O1)N1C=NC=2C(N)=NC=NC12 Fluoro-2'-deoxyadenosine